C1(=CC=C(C=C1)C=O)C1=CC=C(C=C1)C=O 4',4-biphenyldicarboxaldehyde